C(C)(=O)O[C@@H]1[C@H](O[C@@H]([C@H]([C@H]1OC(C)=O)OC(C)=O)OC1=CC(=C(C=C1)NC(=O)NCCCCC#C)C)CCP(=O)(OCC)OCC (2R,3R,4S,5S,6R)-2-(2-(diethoxyphosphoryl)ethyl)-6-(4-(3-(hex-5-yn-1-yl)ureido)-3-methylphenoxy)tetrahydro-2H-pyran-3,4,5-triyl triacetate